(3-(2-oxo-3-(pyridin-3-yl)imidazolin-1-yl)piperidin-1-yl)-5-((4-(piperidin-4-yl)phenyl)amino)-1,2,4-triazine-6-carboxamide O=C1N(CCN1C=1C=NC=CC1)C1CN(CCC1)C=1N=NC(=C(N1)NC1=CC=C(C=C1)C1CCNCC1)C(=O)N